CC(C)(C#C)OCCCC=O 4-((2-methylbut-3-yn-2-yl)oxy)butanal